1-benzyl-3-methyl-1H-imidazol-3-ium chloride [Cl-].C(C1=CC=CC=C1)N1C=[N+](C=C1)C